ethyl hydrogen ((6-(4-(aminomethyl)phenyl)-1,2,4,5-tetrazin-3-yl)methyl)phosphonate NCC1=CC=C(C=C1)C1=NN=C(N=N1)CP(OCC)(O)=O